CC1(CCOCC1)N1CC2(C1)CC(C2)N2N=C(C(=C2)[N+](=O)[O-])C(C)C 2-(4-methyltetrahydro-2H-pyran-4-yl)-6-[4-nitro-3-(propan-2-yl)-1H-pyrazol-1-yl]-2-azaspiro[3.3]heptane